C(COCCOCCSC(C(=O)C1C(C=CCC1(C)CC)C)CC)SC(C(=O)C1C(C=CCC1(CC)C)C)CC 3'-(3,6-dioxaoctane-1,8-diylbis(sulfanediyl))bis(1-(6-ethyl-2,6-dimethylcyclohex-3-en-1-yl)butan-1-one)